N1=CC=C(C=C1)C1=CC=C2C=NN(C2=C1)C=1C=C(C=CC1)C 6-(pyridin-4-yl)-1-(m-tolyl)-1H-indazole